C(C)C1=C(C=CC=C1)C1=NN=C2N1CCNC2 3-(2-ethylphenyl)-5,6,7,8-tetrahydro-[1,2,4]triazolo[4,3-a]pyrazine